C(CCCCCCCCCCCCCCCCC)(=O)OCC(COC(CCCCCCCCCCCCCCCCC)=O)(COCC(CO)(CO)CO)CO dipentaerythritol distearate